24-[hydroxy(2-methoxyphenyl)methyl]-5α-cholan-3β-ol OC(CCC[C@@H](C)[C@H]1CC[C@H]2[C@@H]3CC[C@H]4C[C@H](CC[C@]4(C)[C@H]3CC[C@]12C)O)C1=C(C=CC=C1)OC